O1C(=CC=C1)C1=NN2C=NC3=C(C2=N1)SC(N3)=O 8-(furan-2-yl)thiazolo[5,4-e]-[1,2,4]triazolo[1,5-c]pyrimidin-2(3H)-one